COC1=C(C(=O)OC=CCC)C=CC=C1 alpha-butenyl (E)-2-methoxybenzoate